FC1=C(CN2N=C(C=C2C2=NOC=C2)C=2NC(C(=CN2)C#N)=O)C=CC=C1 2-(1-(2-fluorobenzyl)-5-(isoxazol-3-yl)-1H-pyrazol-3-yl)-6-oxo-1,6-dihydropyrimidine-5-carbonitrile